5-(4-amino-5-chloro-1H-pyrazol-1-yl)-3-chloro-1-ethyl-6-(4-fluorophenyl)pyridine-2(1H)-one NC=1C=NN(C1Cl)C=1C=C(C(N(C1C1=CC=C(C=C1)F)CC)=O)Cl